2,2'-(Ethane-1,2-diylbis(5-carbamoyl-4-methoxy-1H-benzo[d]imidazole-1,2-diyl))bis(3,5-difluorobenzoic acid) C(CN1C(=NC2=C1C=CC(=C2OC)C(N)=O)C2=C(C(=O)O)C=C(C=C2F)F)N2C(=NC1=C2C=CC(=C1OC)C(N)=O)C1=C(C(=O)O)C=C(C=C1F)F